diamino-3,3'-dimethyl-1,1'-biphenyl NC1=C(C(=C(C=C1)C1=CC(=CC=C1)C)N)C